(1S,2R,4R,5S)-2-(hydroxymethyl)-2-(methoxymethyl)-4,5-dimethylquinuclidin-3-one OC[C@@]1(N2C[C@H]([C@](C1=O)(CC2)C)C)COC